[Na].N1=CC=C(C=2OC[C@H]3N(C21)CCC3)S (S)-6a,7,8,9-tetrahydro-6H-pyrido[3,2-b]pyrrolo[1,2-d][1,4]oxazine-4-thiol sodium salt